5-(1-cyclopropyl-1,6-dihydroimidazo[4,5-d]pyrrolo[2,3-b]pyridin-2-yl)furan-2-carbaldehyde C1(CC1)N1C(=NC=2C1=C1C(=NC2)NC=C1)C1=CC=C(O1)C=O